C1(=CC=CC2=CC(=CC=C12)S(=O)(=O)[O-])S(=O)(=O)[O-].[Na+].[Na+] sodium 1,6-naphthalenedisulfonate